NC1=C2C(=NC=N1)N(N=C2C2=CC(=C(C=C2)NC(=O)NC2=CC(=C(C=C2)C(=O)N2CCN(CC2)C)C(F)(F)F)F)C2CC2 1-(4-(4-AMINO-1-CYCLOPROPYL-1H-PYRAZOLO[3,4-D]PYRIMIDIN-3-YL)-2-FLUOROPHENYL)-3-(4-(4-METHYLPIPERAZINE-1-CARBONYL)-3-(TRIFLUOROMETHYL)PHENYL)UREA